iodine (trimethylsilane) C[SiH](C)C.[I]